C1(CC1)C#C\C(\C)=N\OCC1=C(C=CC=C1)/C(/C(=O)OC)=C\OC Methyl (E)-2-[2-[[(E)-(3-cyclopropyl-1-methyl-prop-2-ynylidene)amino]oxy-methyl]phenyl]-3-methoxy-prop-2-enoate